1-(4-methoxyphenyl)cyclononan-1-ol Tetrakis(2,2,6,6-tetramethyl-4-piperidyl)butane-1,2,3,4-tetracarboxylate CC1(NC(CC(C1)C(C(C(C(C(=O)O)(C1CC(NC(C1)(C)C)(C)C)C1CC(NC(C1)(C)C)(C)C)C(=O)O)C(=O)O)(C(=O)O)C1CC(NC(C1)(C)C)(C)C)(C)C)C.COC1=CC=C(C=C1)C1(CCCCCCCC1)O